FC1(CC(C1)N1C(=NC2=NC=C(C=C21)C=2C=CN1N=C(N=CC12)NC1CCC(CC1)(F)F)C)F 5-(1-(3,3-difluorocyclobutyl)-2-methyl-1H-imidazo[4,5-b]pyridin-6-yl)-N-(4,4-difluorocyclohexyl)pyrrolo[2,1-f][1,2,4]triazin-2-amine